1H,6H,7H,8H-pyrrolo[2,3-c]azepine N1C=CC2=C1CNCC=C2